C1(=CC=CC=C1)NC(=O)N1C[C@@](CC1)(C1=CC=C(C=C1)C)C=1SC=CN1 (R)-N-phenyl-3-(thiazol-2-yl)-3-(p-tolyl)pyrrolidine-1-carboxamide